[Ni].[Cl] Chlorine Nickel